C(=O)[C@@H]([C@H]([C@H]([C@@H](C(=O)O)O)O)O)O d-(+)-galacturonic acid